C(C)OC([C@@H](NC(=O)OCC)CCOS(=O)(=O)C1=CC=C(C=C1)[N+](=O)[O-])=O N-ethoxycarbonyl-O-p-nitrobenzenesulfonyl-L-homoserine ethyl ester